7-[(3R*)-1-{3-[3-(1,3-dioxolan-2-yl)propoxy]phenyl}piperidin-3-yl]-4-methyl-1H-indole-3-carbonitrile O1C(OCC1)CCCOC=1C=C(C=CC1)N1C[C@H](CCC1)C=1C=CC(=C2C(=CNC12)C#N)C |o1:17|